CN1N=NC(=C1NC(O[C@H](C)C1=CC=CC=C1)=O)C1=NC=C(C=C1)NS(=O)(=O)C (R)-1-phenylethyl (1-methyl-4-(5-(methyl-sulfonamido)pyridin-2-yl)-1H-1,2,3-triazol-5-yl)carbamate